COC(C1=CC(=CC=C1)CBr)=O 3-(bromomethyl)benzoic acid methyl ester